NC1=C2C(=NC=N1)N(N=C2C2=CC=C(C=C2)OC2=CC=CC=C2)C2CCN(CC2)C=2C=NC(=NC2)N2CCC1(CN(C1)C(=O)[O-])CC2 7-[5-[4-[4-amino-3-(4-phenoxyphenyl)pyrazolo[3,4-d]pyrimidin-1-yl]-1-piperidyl]pyrimidin-2-yl]-2,7-diazaspiro[3.5]nonane-2-carboxylate